P(=O)(O)(O)O.SC(C(=O)O)C mercaptopropionic acid phosphate